C(C)N1C2=C([C@H]([C@H](C1=O)NC(C1=CC(=CC=C1)C(F)(F)F)=O)C1=CC=C(C=C1)F)C(=NN2C2=CC=CC=C2)NC |r| rac-N-((4R,5R)-7-ethyl-4-(4-fluorophenyl)-3-(methylamino)-6-oxo-1-phenyl-4,5,6,7-tetrahydro-1H-pyrazolo[3,4-b]pyridin-5-yl)-3-(trifluoromethyl)benzamide